3-[N,N-bis(2-hydroxyethyl)amino]-2-hydroxy-propanesulfonic acid OCCN(CCO)CC(CS(=O)(=O)O)O